(rac)-(1S*,2S*)-2-(5-chloro-3-cyanothiophen-2-yl)-cyclopropane-1-carboxylic acid ClC1=CC(=C(S1)[C@@H]1[C@H](C1)C(=O)O)C#N |r|